COCCO[C@H]1[C@@H](O[C@@H]([C@H]1O)CO)N1C(=O)N=C(N)C(=C1)C 2'-O-(2-methoxyethyl)-5-methyl-cytidine